tert-butyl 3-[[6-(2,8-dimethylimidazo[1,2-b]pyridazin-6-yl)-8-fluoro-[1,2,4]triazolo[1,5-a]pyridin-2-yl]carbamoyl]azetidine-1-carboxylate CC=1N=C2N(N=C(C=C2C)C=2C=C(C=3N(C2)N=C(N3)NC(=O)C3CN(C3)C(=O)OC(C)(C)C)F)C1